FC1=C2C(=CN=C1C1CCC(CC1)NC1COC1)NC(=C2C(C)C)C=2C=C(C=1N(C2)N=CN1)C N-(4-(4-fluoro-3-isopropyl-2-(8-methyl-[1,2,4]triazolo[1,5-a]pyridin-6-yl)-1H-pyrrolo[2,3-c]pyridin-5-yl)cyclohexyl)oxetan-3-amine